C(C)OC(=O)C1=CC2=C(S1)C(=CC(=C2)OC(C)CC)Br 7-bromo-5-(sec-butoxy)benzo[b]thiophene-2-carboxylic acid ethyl ester